4-{[(1R)-1-[3-(difluoromethyl)-2-fluorophenyl]ethyl]amino}-2,8-dimethyl-6-[(morpholin-4-yl)meth-yl]-7H,8H-pyrido[2,3-d]pyrimidin-7-one FC(C=1C(=C(C=CC1)[C@@H](C)NC=1C2=C(N=C(N1)C)N(C(C(=C2)CN2CCOCC2)=O)C)F)F